ClC=1C(=C(C(=O)OC(CN(C)C)CN(C)C)C(=CC1)Cl)OC 1,3-bis(dimethylamino)propan-2-yl 3,6-dichloro-2-methoxybenzoate